[[2-benzyloxy-2-(trifluoromethyl)pent-4-enoyl] amino] carbamate C(N)(ONC(C(CC=C)(C(F)(F)F)OCC1=CC=CC=C1)=O)=O